C(C)(C)(C)OC(=O)N1CC(SC2=C(C1)C=CC=C2)([2H])[2H] tert-butyl-2,2-dideutero-1,4-benzothiazepine-4-formate